C(C)(C)(C)C=1C=C(N(N1)C1=CC=C(C=C1)C)NC(NC=1SC(=CN1)CCC1=CC(=NC=C1)NC(=O)C1CCC1)=O Cyclobutanecarboxylic acid [4-(2-{2-[3-(5-tert-butyl-2-p-tolyl-2H-pyrazol-3-yl)-ureido]-thiazol-5-yl}-ethyl)-pyridin-2-yl]-amide